Boc-hexanol C(=O)(OC(C)(C)C)C(CCCCC)O